ClC1=NC=C(C(=N1)OC1=NC=2C=CC3=C(C2N=C1)C1=C(S3)C(N[C@@H](CN1)C)=O)CN1C(CC(C1)O)=O (10R)-3-((2-chloro-5-((4-hydroxy-2-oxopyrrolidin-1-yl)methyl)pyrimidin-4-yl)oxy)-10-methyl-9,10,11,12-tetrahydro-8H-[1,4]diazepino[5',6':4,5]thieno[3,2-f]quinoxalin-8-one